2-(4-bromo-2-cyano-6-fluorobenzyl)-1-(2-methoxyethyl)-1H-benzo[d]Imidazole-6-carboxylic acid tert-butyl ester C(C)(C)(C)OC(=O)C=1C=CC2=C(N(C(=N2)CC2=C(C=C(C=C2F)Br)C#N)CCOC)C1